CCOC(=O)C1=NC=C(CC1)C(=O)OC(C)(C)C Pyridine-2,5(4H)-dicarboxylic acid 5-tert-butyl 2-ethyl ester